ICCC[C@@H](C)S(=O)(=O)N(CC1=CC=C(C=C1)OC)CC1=CC=C(C=C1)OC (R)-5-IODO-N,N-BIS(4-METHOXYBENZYL)PENTANE-2-SULFONAMIDE